(R*)-7-((2-methoxy-1-(pyrimidin-2-yl)ethyl)amino)-6-(6-methoxy-1H-imidazo[4,5-c]pyridin-2-yl)-2-methyl-2H-pyrazolo[4,3-b]pyridin-5(4H)-one COC[C@@H](C1=NC=CC=N1)NC=1C=2C(NC(C1C=1NC3=C(C=NC(=C3)OC)N1)=O)=CN(N2)C |o1:3|